O(C)C=1C=C(C=NC1)B(O)O 5-methoxylpyridin-3-ylboronic acid